ClC1=C(C(=CC=C1)Cl)C1=NOC(=C1CO[C@H]1[C@@H]2CN([C@H](C1)C2)C=2SC1=C(N2)C(=CC(=C1)C(=O)O)F)C1(CC1)F 2-[(1s,4s,5r)-5-{[3-(2,6-dichlorophenyl)-5-(1-fluorocyclopropyl)-1,2-oxazol-4-yl]methoxy}-2-azabicyclo[2.2.1]heptan-2-yl]-4-fluoro-1,3-benzothiazole-6-carboxylic acid